4-fluoro-5-methylphthalic acid dimethyl ester COC(C=1C(C(=O)OC)=CC(=C(C1)C)F)=O